[Br-].C(C)N(C(=O)[C@H]1C[N+]([C@@H]2CC=3C4=C(C2=C1)C=CC=C4NC3)(C)CCCC(=O)OCC)CC (6aR,9R)-9-(diethylcarbamoyl)-7-(4-ethoxy-4-oxobutyl)-7-methyl-4,6,6a,7,8,9-hexahydroindolo[4,3-fg]quinolin-7-ium bromide